N1C=C(C2=CC=CC=C12)C1N(CCC2=CC(=CC=C12)C=1C=NN(C1)C)C(=O)N (1H-indol-3-yl)-6-(1-methyl-1H-pyrazol-4-yl)-3,4-dihydroisoquinoline-2(1H)-carboxamide